[Br-].C(C1=CC=CC=C1)N(C(C[Zn+])=O)C (2-(Benzyl(methyl)amino)-2-oxoethyl)zinc(II) bromide